tris{2-(1-ethoxypropoxy)ethyl}amine C(C)OC(CC)OCCN(CCOC(CC)OCC)CCOC(CC)OCC